6-((2-((3aS,4R,6aR)-4-Aminohexahydrocyclopenta[c]pyrrol-2(1H)-yl)-1H-benzo[d]imidazol-1-yl)methyl)nicotinonitril-hydrochlorid Cl.N[C@@H]1CC[C@H]2CN(C[C@H]21)C2=NC1=C(N2CC2=NC=C(C#N)C=C2)C=CC=C1